1,4-xylylene diisocyanate C1(=CC=C(C=C1)CN=C=O)CN=C=O